(piperidin-1-ylmethyl-d2)benzofuran-3-carboxylate N1(CCCCC1)C([2H])([2H])OC(=O)C1=COC2=C1C=CC=C2